C(C)(C)(C)C1=NC(=NO1)C(=O)NC1CCCCC2=C1C=CC(=C2)C2=NC(=NC=C2)NC=2C=NN1C2CN(CC1)C 5-(tert-butyl)-N-(2-(2-((5-methyl-4,5,6,7-tetrahydropyrazolo[1,5-a]pyrazin-3-yl)amino)pyrimidin-4-yl)-6,7,8,9-tetrahydro-5H-benzo[7]annulen-5-yl)-1,2,4-oxadiazole-3-carboxamide